(S)-7-(methylamino)-8-nitro-1,2,4a,5-tetrahydrobenzo[b]pyrazino[1,2-d][1,4]oxazine-3(4H)-carboxylic acid tert-butyl ester C(C)(C)(C)OC(=O)N1C[C@@H]2N(C3=C(OC2)C(=C(C=C3)[N+](=O)[O-])NC)CC1